(2S)-2-((4-(7-chloro-1-(tetrahydro-2H-pyran-2-yl)-3-vinyl-1H-indazol-5-yl)-1,3-dimethyl-1H-pyrazol-5-yl)oxy)-N-methylpropan-1-amine ClC=1C=C(C=C2C(=NN(C12)C1OCCCC1)C=C)C=1C(=NN(C1O[C@H](CNC)C)C)C